FC1=CC=CC=2C=3N(C(=NC12)NC=1C(N=CC=CC1)=O)N=C(N3)C3=CC=C(C=C3)OC (3R)-3-{[7-fluoro-2-(4-methoxyphenyl)[1,2,4]triazolo[1,5-c]quinazolin-5-yl]amino}azepin-2-one